C[C@]1(O[C@H]([C@H]([C@H]1C1=C(C(=C(C=C1)F)F)OC)OC)C)C(=O)OC(C)C1=NC=C(C=C1)OC(C)C 1-(5-Isopropoxypyridin-2-yl)ethan-1-ol methyl-(2R,3R,4S,5S)-3-(3,4-difluoro-2-methoxyphenyl)-4-methoxy-5-methyltetrahydrofuran-2-carboxylate